COCCCC1=CN=C(C(=N1)N1CCC(CC1)C(=O)O)C=1C=NC2=CC=CC=C2C1 1-(6-(3-methoxypropyl)-3-(quinolin-3-yl)pyrazin-2-yl)piperidine-4-carboxylic acid